FCC(CF)OS(=O)(=O)C(F)(F)F trifluoromethanesulfonic acid 1,3-difluoropropan-2-yl ester